myristyl eicos-11-enoate C(CCCCCCCCCC=CCCCCCCCC)(=O)OCCCCCCCCCCCCCC